7-bromo-6-fluoro-2',3',5',6'-tetrahydrospiro[chromane-2,4'-pyran]-4-one BrC1=C(C=C2C(CC3(CCOCC3)OC2=C1)=O)F